4-chloro-5-(4-chlorophenyl)-1-(3,3,3-trifluoro-2-oxopropyl)-1,3-dihydro-2H-imidazol-2-one ClC=1NC(N(C1C1=CC=C(C=C1)Cl)CC(C(F)(F)F)=O)=O